FC=1C=C(C(=O)NC2=CC(=CC=C2)C(=O)C=2C=C3N=C(C=NC3=CC2)N2CCOCC2)C=CC1 3-fluoro-N-(3-(3-morpholinylquinoxaline-6-carbonyl)phenyl)benzamide